1-(3-chlorophenyl)-5,5-difluoro-3-(trifluoromethyl)-4,5,6,7-tetrahydro-1H-indol-4-ol ClC=1C=C(C=CC1)N1C=C(C=2C(C(CCC12)(F)F)O)C(F)(F)F